BrCC1=C(C=C(C(=O)OC)C=C1)C(=O)OC dimethyl 4-(bromomethyl)isophthalate